3-(4-chloro-3,5-dimethyl-pyrazol-1-yl)-N-(3-methoxyphenyl)-N-methyl-benzamide ClC=1C(=NN(C1C)C=1C=C(C(=O)N(C)C2=CC(=CC=C2)OC)C=CC1)C